NC1=NC=NN2C1=C(C=C2C=2C=CC(=C(C(=O)N[C@@H]1CN(C[C@@H]1F)C(C1=CC(=CC=C1)F)=O)C2)C)C(F)(F)F 5-[4-amino-5-(trifluoromethyl)pyrrolo[2,1-f][1,2,4]triazin-7-yl]-N-[(3R,4S)-4-fluoro-1-(3-fluorobenzoyl)pyrrolidin-3-yl]-2-methylbenzamide